ClC=1C=C2CCN(CC2=C(C1)[C@H]1N(CCC1)C(=O)OC(C)(C)C)C(C(C(F)(F)F)(C(F)(F)F)O)=O tert-butyl (S)-2-(6-chloro-2-(3,3,3-trifluoro-2-hydroxy-2-(trifluoromethyl)propanoyl)-1,2,3,4-tetrahydroisoquinolin-8-yl)pyrrolidine-1-carboxylate